4H-thieno[3,2-b]pyrrole-2-carboxylate S1C(=CC=2NC=CC21)C(=O)[O-]